(S)-4-(methylsulfonyl)-3,4-dihydro-2H-thieno[3,2-g]chromene-7-carboxylic acid CS(=O)(=O)[C@H]1CCOC2=CC3=C(C=C12)C=C(S3)C(=O)O